6-((Z)-2-(3-((4R,5R)-2-amino-4-methyl-5-(2,2,2-trifluoroethoxy)-5,6-dihydro-4H-1,3-oxazin-4-yl)-4-fluorophenyl)-1-fluorovinyl)nicotinonitrile NC=1OC[C@@H]([C@@](N1)(C)C=1C=C(C=CC1F)\C=C(/F)\C1=NC=C(C#N)C=C1)OCC(F)(F)F